COC1=CC2=C(C3=C(C(N(C3)C3CC(C3)C(=O)OC)=O)S2)C=C1OC Methyl (1r,3r)-3-(6,7-dimethoxy-3-oxo-1,3-dihydro-2H-benzo[4,5]thieno[2,3-c]pyrrol-2-yl)cyclobutane-1-carboxylate